4-fluoro-1-((2-(trimethylsilyl)ethoxy)methyl)-1H-pyrazole FC=1C=NN(C1)COCC[Si](C)(C)C